(4-chlorophenyl)(3-methyl-4-phenylpiperazin-1-yl)methanone ClC1=CC=C(C=C1)C(=O)N1CC(N(CC1)C1=CC=CC=C1)C